(3S)-3-(1-bromo-2-methoxy-2-oxoethyl)pyrrolidine-1-carboxylic acid tert-butyl ester C(C)(C)(C)OC(=O)N1C[C@H](CC1)C(C(=O)OC)Br